CCCS(=O)(=O)CCC 2-methyl-ethyl sulfone